FC1(CCC1)CNC=1N=CC2=C(N1)NC=C2C=2C=CC=1N(C2)C(=CN1)F N-((1-fluorocyclobutyl)methyl)-5-(3-fluoroimidazo[1,2-a]pyridin-6-yl)-7H-pyrrolo[2,3-d]pyrimidin-2-amine